NC1=NN2C(C=C(C=C2)C=2C(=C(C(=O)NCCC(O)C3=CC(=CC=C3)Cl)C(=CC2)C)F)=N1 3-(2-amino-[1,2,4]triazolo[1,5-a]pyridin-7-yl)-N-(3-(3-chlorophenyl)-3-hydroxypropyl)-2-fluoro-6-methylbenzamide